(R)-5-bromo-N-(4-(chlorodifluoromethoxy)phenyl)-3-methyl-2,3-dihydrobenzo[4,5]imidazo[2,1-b]oxazole-7-carboxamide BrC1=CC(=CC=2N=C3OC[C@H](N3C21)C)C(=O)NC2=CC=C(C=C2)OC(F)(F)Cl